piperidin-1-yl(1,2,3,4-tetrahydroquinolin-6-yl)methanone N1(CCCCC1)C(=O)C=1C=C2CCCNC2=CC1